ClC=1C=C(C(=NC1)OC)S(=O)(=O)NC=1C(=C(C(=CC1)F)C=1C=CC=2N(C1NC)C=NC2C(=O)NC)F 6-[3-(5-chloro-2-methoxypyridine-3-sulfonamido)-2,6-difluorophenyl]-N-methyl-5-(methylamino)imidazo[1,5-a]pyridine-1-carboxamide